C(CC)OC(=O)C1=CC=C(C=C1)N1CCN(CC1)C(=O)O 4-(4-(propoxycarbonyl)phenyl)piperazine-1-carboxylic acid